4-((5-carbamoyl-4-hydroxy-1,3-benzodiazol-1-yl)methyl)phenylboronic acid C(N)(=O)C1=C(C2=C(N(C=N2)CC2=CC=C(C=C2)B(O)O)C=C1)O